C(\C=C\C(=O)[O-])(=O)[O-].C[Al+2] monomethyl-aluminum fumarate